C(#N)C1=C(C=C(C=C1)C1C(NC=2C=C(C=C(C2C1=O)C(=O)OC)F)C)F methyl 3-(4-cyano-3-fluorophenyl)-7-fluoro-2-methyl-4-oxo-2,3-dihydro-1H-quinoline-5-carboxylate